ClC1=NC=C(C(=N1)OCC12C3C4C5(C3C1C5C24)C=2N(C=C(N2)C(F)(F)F)C(C)C)OC 2-Chloro-4-((4-(1-isopropyl-4-(trifluoromethyl)-1H-imidazol-2-yl)cuban-1-yl)methoxy)-5-methoxypyrimidine